FC(C(=O)O)(F)F.FC(C(=O)O)(F)F.CC1=C(C=C(C=C1)NC(=O)[C@@H]1N(CCCC1)C[C@@H]1NCCC1)C(N[C@H](C)C1=CC=CC2=CC=CC=C12)=O (R)-N-(4-methyl-3-(((R)-1-(naphthalen-1-yl)ethyl)carbamoyl)phenyl)-1-(((R)-pyrrolidin-2-yl)methyl)piperidine-2-carboxamide bis(2,2,2-trifluoroacetate)